tetradecyl-calcium C(CCCCCCCCCCCCC)[Ca]